2-BUTEN CC=CC